NC1=NC(=CC(=N1)N1CCC2(C[C@H](NC2)C(=O)OCC)CC1)O[C@@H](C(F)(F)F)C1=C(C=C(C=C1)Cl)C1=CC(=CC(=C1)C)C(C)(C)C (S)-ethyl 8-(2-amino-6-((R)-1-(3'-(tert-butyl)-5-chloro-5'-methyl-[1,1'-biphenyl]-2-yl)-2,2,2-trifluoroethoxy)pyrimidin-4-yl)-2,8-diazaspiro[4.5]decane-3-carboxylate